3-(4-((7-(adamantan-1-yloxy)heptyl)thio)-1-oxoisoindolin-2-yl)piperidine-2,6-dione C12(CC3CC(CC(C1)C3)C2)OCCCCCCCSC2=C3CN(C(C3=CC=C2)=O)C2C(NC(CC2)=O)=O